CC(=C)C(=C)C 2,3-Dimethylbutadien